C(C)(C)(C)C1=NN=C(O1)C(=O)N1[C@@H](C2=C(CC1)NC=N2)C2=NN1C(C(=CC=C1)C(C)C)=C2 (S)-(5-(tert-butyl)-1,3,4-oxadiazol-2-yl)(4-(4-isopropylpyrazolo[1,5-a]pyridin-2-yl)-1,4,6,7-tetrahydro-5H-imidazo[4,5-c]pyridin-5-yl)methanone